Tert-butyl (S)-4-(((benzyloxy) carbonyl) (methyl) amino)-3,3-difluoropiperidine-1-carboxylate C(C1=CC=CC=C1)OC(=O)N([C@@H]1C(CN(CC1)C(=O)OC(C)(C)C)(F)F)C